ClC=1C(N(C(=CC1[C@@H]1[C@H](C1)C=1C=NN(C1)C(F)F)C)C1=CC(=NC=C1C)C=1C(=C(C(=O)O)C=CC1)F)=O 3-(3-chloro-4-((1S,2S)-2-(1-(difluoromethyl)-1H-pyrazol-4-yl)cyclopropyl)-5',6-dimethyl-2-oxo-2H-[1,4'-bipyridin]-2'-yl)-2-fluorobenzoic acid